(3S,4S)-4-amino-1-cyclopropylmethyl-piperidine-3-carboxylic acid (1-pyrimidin-2-yl-cyclopropyl)-amide N1=C(N=CC=C1)C1(CC1)NC(=O)[C@H]1CN(CC[C@@H]1N)CC1CC1